2,4-dichlorobenzoxyacetic acid ClC1=C(COCC(=O)O)C=CC(=C1)Cl